N1=C(C=CC=C1)OC(C1=CC=C(C=C1)C)=O pyridin-2-yl-4-methylbenzoate